BrC1=CC=CC(=N1)NC(=O)[C@H]1N(C[C@@H](C1)F)C(CN1N=C(C2=CC(=CC=C12)C1=C(N=NN1)C1=NC=CC=N1)C(=O)N)=O 1-(2-((2S,4R)-2-(6-bromopyridin-2-ylcarbamoyl)-4-fluoropyrrolidin-1-yl)-2-oxoethyl)-5-(4-(pyrimidin-2-yl)-1H-1,2,3-triazol-5-yl)-1H-indazole-3-carboxamide